BrC1=CC(=C(CC(NC)C)C=C1OC)OC 4-bromo-2,5-dimethoxy-N-methyl-amphetamine